C1(CC1)N1N=CC2=C1C=NN(C2=O)CC(=O)N[C@@H](C)C2=C(C=C(C=C2)C)F (S)-2-(1-cyclopropyl-4-oxo-1,4-dihydro-5H-pyrazolo[3,4-d]pyridazin-5-yl)-N-(1-(2-fluoro-4-methylphenyl)ethyl)acetamide